3-[6-(2,7-diazaspiro[3.5]nonan-2-yl)-3-pyridyl]-5-[1-(3-fluoro-1H-pyrrolo[2,3-b]pyridin-4-yl)ethoxy]-1H-indazole C1N(CC12CCNCC2)C2=CC=C(C=N2)C2=NNC1=CC=C(C=C21)OC(C)C2=C1C(=NC=C2)NC=C1F